O[C@@H]1[C@H]2C(N[C@@H]([C@@H]1O)C2)=O (1R,4S,5R,6S)-5,6-Dihydroxy-2-azabicyclo[2.2.1]heptan-3-one